N1(N=CC=C1)C1=CC=C(C=N1)CS(=O)C=1NC2=C(C=CC(=C2C(C1C(C)=O)=O)Cl)Br 2-(((6-(1H-pyrazol-1-yl)pyridin-3-yl)methyl)sulfinyl)-3-acetyl-8-bromo-5-chloroquinolin-4(1H)-one